IC1=CN=C2N1C=C(C(=C2)OC)S(=O)(=O)C2(CCN(CC2)C(=O)OC(C)(C)C)C tert-butyl 4-((3-iodo-7-methoxyimidazo[1,2-a]pyridin-6-yl)sulfonyl)-4-methylpiperidine-1-carboxylate